estra-1,3,5(10),16-tetraen C[C@@]12C=CC[C@H]1[C@@H]1CCC=3C=CC=CC3[C@H]1CC2